[Li+].[Li+].P(=O)([O-])([O-])O.OC(C(C)=O)O dihydroxyacetone phosphate dilithium salt